D,L-methionine amide N[C@@H](CCSC)C(=O)N |r|